methanone trifluoroacetate salt FC(C(=O)O)(F)F.C=O